4-(1-(3-(2,3-dihydrobenzo[b][1,4]dioxin-6-yl)-3-oxopropyl)pyrrolidin-3-yl)benzonitrile O1C2=C(OCC1)C=C(C=C2)C(CCN2CC(CC2)C2=CC=C(C#N)C=C2)=O